C=C(CCCO)CC 4-methylenehexan-1-ol